7-Chloro-8-fluoro-1-isopropyl-1,6-naphthyridin-2-one ClC1=NC=C2C=CC(N(C2=C1F)C(C)C)=O